C1(=CC=CC=C1)CCOC(CC1=CC=CC=C1)=O.FC1=C(C=CC=C1C[C@@H]1N(CC[C@@H]1NS(=O)(=O)CC)C(C(C)(C)O)=O)C1=CC(=CC=C1)F N-((2S,3S)-2-((2,3'-difluorobiphenyl-3-yl)methyl)-1-(2-hydroxy-2-methylpropanoyl)pyrrolidin-3-yl)ethanesulfonamide 2-PHENYLETHYL-PHENYLACETATE